(3-(difluoromethoxy)-5-(6-(2-morpholinoethoxy)pyrazolo[1,5-a]pyridin-3-yl)phenyl)cyclopropanesulfonamide FC(OC=1C=C(C=C(C1)C=1C=NN2C1C=CC(=C2)OCCN2CCOCC2)C2(CC2)S(=O)(=O)N)F